CC1C(C)O1 dimethylethylene Oxide